C(C)(=O)[O-].C(CCCC)[NH+]1CCC(CC1)CC 1-Pentyl-4-ethylpiperidinium acetat